N-((1r,4r)-4-((3-(4-amino-pyrido[3,2-d]pyrimidin-7-yl)-2-oxo-2,3-dihydro-1H-benzo[d]imidazol-1-yl)methyl)cyclohexyl)-5-chloro-2-methylnicotinamide NC=1C2=C(N=CN1)C=C(C=N2)N2C(N(C1=C2C=CC=C1)CC1CCC(CC1)NC(C1=C(N=CC(=C1)Cl)C)=O)=O